N[C@@H](CCC(N)=O)C(=O)O.C(CCCCCCCCCCCCCC)C1=C(C(O)=CC=C1)O pentadecyl-catechol glutaminate